C(C)(=O)NC(C(=O)OC)CSCC(=O)N1CC(C1)([N+](=O)[O-])[N+](=O)[O-] METHYL 2-ACETAMIDO-3-(2-(3,3-DINITROAZETIDIN-1-YL)-2-OXOETHYLTHIO)PROPANOATE